CN1N=C2N(C3=CC=C(C=C3C2=C1)C(=O)OCC)C1=CC(=CC=C1)C(F)(F)F ethyl 2-methyl-8-[3-(trifluoromethyl)phenyl]-2H,8H-pyrazolo[3,4-b]indole-5-carboxylate